FC=1C=CC(=C(C1)CC(=O)OC(C)(C)C)[C@H]1[C@@H](COCC1)OC tert-butyl 2-(5-fluoro-2-(trans-3-methoxytetrahydro-2H-pyran-4-yl)phenyl)acetate